O=C1NC(CCC1N1C(C2=CC=C(C=C2C1)N1C2CN(C(C1)C2)CC2CN(C2)C(=O)OC(C)(C)C)=O)=O tert-butyl 3-((5-(2-(2,6-dioxopiperidin-3-yl)-1-oxoisoindolin-5-yl)-2,5-diazabicyclo[2.2.1]heptan-2-yl)methyl)azetidine-1-carboxylate